(S)-methyl 4-((tert-butoxycarbonyl) amino)-5-hydroxypentanoate C(C)(C)(C)OC(=O)N[C@@H](CCC(=O)OC)CO